9,9-bis(4-glycidoxy-3-bromophenyl)fluorene C(C1CO1)OC1=C(C=C(C=C1)C1(C2=CC=CC=C2C=2C=CC=CC12)C1=CC(=C(C=C1)OCC1CO1)Br)Br